FC1=C(C(=CC(=C1)NCCNC[C@H](C)O)F)N1C(N(C=2N=CC(=CC2C=2C=CC(=CC12)C#N)F)CC)=O 10-{2,6-difluoro-4-[(2-{[(2S)-2-hydroxypropyl]amino}ethyl)amino]phenyl}-8-ethyl-4-fluoro-9-oxo-6,8,10-triazatricyclo[9.4.0.02,7]pentadeca-1(11),2(7),3,5,12,14-hexaene-13-carbonitrile